COC1=C(C=CC=C1)N1CCN(CC1)CCCCNC(=O)C=1C=C2CC(N(C2=CC1)C)=O N-(4-(4-(2-Methoxyphenyl)piperazin-1-yl)butyl)-1-methyl-2-oxoindoline-5-carboxamide